C(=O)(O)C=1C=C(OC2(CC=C(C=C2)OC2=CC(=C(C=C2)C(=O)O)C(=O)O)C2=CC=CC=C2)C=CC1C(=O)O 1,4-bis(3,4-dicarboxyphenoxy)biphenyl